FC(C1CCN(CC1)C1=CC=C(C=C1)NC=1C=C2C=NN(C2=CC1)CCCNC(OC(C)(C)C)=O)(F)F tert-butyl (3-(5-((4-(4-(trifluoromethyl)piperidin-1-yl) phenyl)amino)-1H-indazol-1-yl)propyl)carbamate